FC1=CC(=C(C=C1)S(=O)(=O)Cl)OC 4-fluoro-2-methoxybenzenesulfonyl chloride